FC(O[C@@H]1CC[C@H](CC1)NC=1N=C(C2=C(N1)NC=C2C=2C=CC=1N(C2)C=CN1)OC)F N-(trans-4-(Difluoromethoxy)cyclohexyl)-5-(imidazo[1,2-a]pyridin-6-yl)-4-methoxy-7H-pyrrolo[2,3-d]pyrimidin-2-amine